C(CCC)C1N(S(C2=C(N(C1)C1=CC=CC=C1)C=C(C(=C2)O[C@@H]2C[C@H](C2)C(=O)O)SC)(=O)=O)C trans-3-((3-butyl-2-methyl-7-(methylthio)-1,1-dioxido-5-phenyl-2,3,4,5-tetrahydrobenzo[f][1,2,5]thiadiazepin-8-yl)oxy)cyclobutane-1-carboxylic acid